tert-butyl (S)-4-(7-bromo-3-cyano-2-((tetrahydro-1H-pyrrolizin-7a(5H)-yl)methoxy)quinolin-4-yl)-2-(cyanomethyl)piperazine-1-carboxylate BrC1=CC=C2C(=C(C(=NC2=C1)OCC12CCCN2CCC1)C#N)N1C[C@@H](N(CC1)C(=O)OC(C)(C)C)CC#N